COC1(COC1)C=1C=C(C=CC1)C(=O)N1CCC(CC1)C1=CC=C(C=C1)C(F)(F)F (3-(3-Methyloxyoxetan-3-yl)phenyl)(4-(4-(trifluoromethyl)phenyl)piperidin-1-yl)methanone